NN=CN1CCC(CC1)CNC([C@H]1N(CCC1)C([C@H](NS(=O)(=O)C)CC(C)C)=O)=O N-[[1-(Aminoiminomethyl)-4-piperidinyl]methyl]-1-[N-(methylsulfonyl)-D-leucyl]-L-prolinamide